CC1=C(CCl)C=CC(=N1)C(F)(F)F 2-methyl-6-(trifluoromethyl)nicotinyl chloride